6-((6-((biotinoyl)amino)hexanoyl)amino)hexanoic acid, sulfosuccinimidyl ester, sodium salt [Na+].C(CCCC[C@@H]1SC[C@@H]2NC(=O)N[C@H]12)(=O)NCCCCCC(=O)NCCCCCC(=O)ON1C(C(CC1=O)S(=O)(=O)[O-])=O